OCCCNCCCCCCCCCC(=O)OCCCCCCC heptyl 10-((3-hydroxypropyl)amino)decanoate